BrC1=CC=C2C(=N1)NC=C2C(F)(F)F 6-bromo-3-(trifluoromethyl)-1H-pyrrolo[2,3-b]pyridine